tert-butyl (R)-6-(((benzyloxy)carbonyl)amino)-2-azaspiro[3.4]octane-2-carboxylate C(C1=CC=CC=C1)OC(=O)N[C@H]1CC2(CN(C2)C(=O)OC(C)(C)C)CC1